C(#N)C1CN(CC1)CC=1SC(=CN1)S(=O)(=O)Cl 2-((3-cyanopyrrolidin-1-yl)methyl)thiazole-5-sulfonyl chloride